[1,2,4]Triazolo[1,5-c]Quinazolin-5-yl-glycinamide N=1C=NN2C(=NC=3C=CC=CC3C21)NCC(=O)N